N-[3-chloro-4-[4-(piperidine-4-carbonyl)piperazine-1-carbonyl]phenyl]-5-[1-[1-(2-methoxyethyl)-5-methyl-pyrazol-4-yl]-3-(trifluoromethyl)pyrazol-4-yl]-1-methylimidazole-2-carboxamide ClC=1C=C(C=CC1C(=O)N1CCN(CC1)C(=O)C1CCNCC1)NC(=O)C=1N(C(=CN1)C=1C(=NN(C1)C=1C=NN(C1C)CCOC)C(F)(F)F)C